ClC=1C=CC(=C(C(=O)NC2=C(C=C(C=C2)[N+](=O)[O-])Cl)C1)O 5-chloro-N-(2-chloro-4-nitrophenyl)-2-hydroxy-benzamide